(2-Fluoro-4-((R)-2-methoxy-1-((S)-2-oxo-4-(trifluoromethyl)imidazolidin-1-yl)ethyl)phenyl)carbamic acid tert-butyl ester C(C)(C)(C)OC(NC1=C(C=C(C=C1)[C@H](COC)N1C(N[C@@H](C1)C(F)(F)F)=O)F)=O